N-(2-Hydroxy-2-methylpropyl)-5-(piperazin-1-yl)pyridinamide OC(CNC(=O)C1=NC=C(C=C1)N1CCNCC1)(C)C